(1S,3R)-3-((R)-7-(4-Chloro-3-(trifluoromethyl)benzoyl)-2-(isopropylamino)-6-methyl-4-oxo-5,6,7,8-tetrahydropyrido[3,4-d]pyrimidin-3(4H)-yl)-N-methylcyclopentanecarboxamide ClC1=C(C=C(C(=O)N2CC=3N=C(N(C(C3C[C@H]2C)=O)[C@H]2C[C@H](CC2)C(=O)NC)NC(C)C)C=C1)C(F)(F)F